C(C)C1N(C2=CC=C(C=C2CC1)CC)S(=O)(=O)C1=CC(=C(OCC2CCSCC2)C=C1)CO 4-((4-((2,6-diethyl-3,4-dihydroquinolin-1(2H)-yl)sulfonyl)-2-(hydroxymethyl)phenoxy)methyl)tetrahydro-2H-thiopyran